(16S,19S)-17-[2-(2,4-difluorophenyl)-3-methyl-imidazole-4-carbonyl]-20-oxa-9,14,17-triazapentacyclo[19.3.1.16,9.116,19.02,7]heptacosa-1(25),2,4,6,21,23-hexaene-15,27-dione FC1=C(C=CC(=C1)F)C1=NC=C(N1C)C(=O)N1[C@@H]2C(NCCCCN3CC4=C(C=CC=C4C=4C=CC=C(O[C@H](C1)C2)C4)C3=O)=O